NC1=C2C(C(=O)NNC2=O)=CC=C1C 3-amino-4-methylphthalhydrazide